FC1=CC=C(C=C1)C1=CC=C(C=N1)[C@H]1[C@@H](C1)N trans-2-(6-(4-fluorophenyl)pyridin-3-yl)cyclopropylamine